4-(2,4-difluoro-phenoxy)-1-ethanesulfonyl-6-methoxy-2,3-dihydro-1H-indole FC1=C(OC2=C3CCN(C3=CC(=C2)OC)S(=O)(=O)CC)C=CC(=C1)F